3-fluoro-4-((2s,4s)-2-(3-(1-hydroxyethyl)-1,2,4-oxadiazol-5-yl)-6,9-dioxo-5-(4-(trifluoromethyl)benzyl)-5,8-diazaspiro[3.5]nonan-8-yl)benzonitrile FC=1C=C(C#N)C=CC1N1CC(N(C2(CC(C2)C2=NC(=NO2)C(C)O)C1=O)CC1=CC=C(C=C1)C(F)(F)F)=O